piperidine-3-carboxylic acid ((R)-1-pyrimidin-2-yl-ethyl)-amide N1=C(N=CC=C1)[C@@H](C)NC(=O)C1CNCCC1